(3R)-4-(1-(5-fluoro-4-methoxypyrimidin-2-yl)piperidine-4-carbonyl)-3-methyl-2,3,4,5-tetrahydropyrido[3,4-f][1,4]oxazepine-9-carbonitrile FC=1C(=NC(=NC1)N1CCC(CC1)C(=O)N1[C@@H](COC2=C(C1)C=NC=C2C#N)C)OC